(R)-1-ethyl-1-(1-(3-(8-methoxyimidazo[1,2-a]pyrazin-6-yl)phenyl)ethyl)-3-(2,2,2-trifluoroethyl)urea C(C)N(C(=O)NCC(F)(F)F)[C@H](C)C1=CC(=CC=C1)C=1N=C(C=2N(C1)C=CN2)OC